NC1=NC=2C=CC=NC2C2=C1C(OC[C@@H](N2)CCCC)=O (S)-6-amino-2-butyl-2,3-dihydro-[1,4]oxazepino[6,5-c][1,5]naphthyridin-5(1H)-one